N1C(CCC2=CC=CC=C12)=O 3,4-dihydro-quinolone